ethyl 5-(1-acetylazetidin-3-yl)-2-({6-[(1,3-benzothiazol-2-yl)amino]-5-methylpyridazin-3-yl}(methyl)amino)-1,3-thiazole-4-carboxylate C(C)(=O)N1CC(C1)C1=C(N=C(S1)N(C)C=1N=NC(=C(C1)C)NC=1SC2=C(N1)C=CC=C2)C(=O)OCC